C(C(C)C)NC=1C2=C(N=C(N1)NC1=CC=C(C=3CCOC31)C(=O)N3CCC(CC3)N3CCOCC3)NC=C2C#N 4-(isobutyl-amino)-2-((4-(4-morpholino-piperidine-1-carbonyl)-2,3-dihydro-benzofuran-7-yl)amino)-7H-pyrrolo[2,3-d]pyrimidine-5-carbonitrile